OC1=C(C(=O)NC2=CC=C3C=CNC3=C2)C=C(C(=C1)O)C(C)C 2,4-dihydroxy-N-(1H-indol-6-yl)-5-isopropylbenzamide